tert-Butyl (5'S)-4-chloro-3-hydroxy-5'-methyl-3H-spiro[furo[3,4-c]pyridine-1,3'-pyrrolidine]-1'-carboxylate ClC1=NC=CC2=C1C(OC21CN([C@H](C1)C)C(=O)OC(C)(C)C)O